FC1=CC(=C(C=C1F)N1C(C(=CC=C1)C(=O)NC1=CC=C(C=C1)C(C)(C)O)=O)OCC(F)(F)F 1-[4,5-difluoro-2-(2,2,2-trifluoroethoxy)phenyl]-N-[4-(2-hydroxypropan-2-yl)phenyl]-2-oxo-1,2-dihydropyridine-3-carboxamide